5-((benzyl-((S)-1-chloropropan-2-yl)amino)methyl)pyrrolidin-2-one C(C1=CC=CC=C1)N([C@H](CCl)C)CC1CCC(N1)=O